OC1CCN(CC1)C1=C(C=C2C(=N1)N=C(O2)N2CCOCC2)NC(=O)C=2OC(=CC2)C2=CC(=NC=C2)C N-(5-(4-hydroxypiperidin-1-yl)-2-morpholinyloxazolo[4,5-b]pyridin-6-yl)-5-(2-methylpyridin-4-yl)furan-2-carboxamide